(4-((5-chloro-4-(1-isopropyl-1H-pyrazol-4-yl)pyrimidin-2-yl)amino)-3-methoxyphenyl)(1-isopropylpiperidin-4-yl)methanone ClC=1C(=NC(=NC1)NC1=C(C=C(C=C1)C(=O)C1CCN(CC1)C(C)C)OC)C=1C=NN(C1)C(C)C